ClC1=NC=2C=C[N+](CC2C(=C1)OCC1=CC=C(C=C1)OC)=O 2-chloro-4-[(4-methoxyphenyl)methoxy]-6-oxo-1,6-naphthyridine-6-ium